docosanoic anhydride C(CCCCCCCCCCCCCCCCCCCCC)(=O)OC(CCCCCCCCCCCCCCCCCCCCC)=O